ON1C=C(C2=CC(=CC=C12)O)CCNC(C)=O N-[2-(1-Hydroxy-5-Hydroxy-1H-indol-3-yl)ethyl]acetamide